3-(2-fluoroethoxy)benzamide FCCOC=1C=C(C(=O)N)C=CC1